C(=CCCCCC)[Si](OCC)(OCC)OCC 1-heptenyltriethoxysilane